C(C)(C)(CC)C1=CC=C(C=C1)O 4-(Tert-amyl)phenol